C(C1=CC=CC=C1)OC(=O)N1C2C(C2CCCC1)F Benzyl-8-fluoro-2-azabicyclo[5.1.0]octane-2-carboxylate